FC1=C(C=CC=C1N=NS(=O)(=O)C(C)C)CC=1C(OC2=CC(=CC=C2C1C)OC1=NC=CC=C1F)=O 3-[[2-fluoro-3-[(isopropylsulfonylimino)amino]phenyl]methyl]-7-[(3-fluoro-2-pyridinyl)oxy]-4-methyl-chromen-2-one